(R)-2-(3-{3-[(S)-1-(4-Fluoro-phenyl)-ethyl]-3H-imidazo[4,5-b]pyridin-2-yl}-propionylamino)-3-phenyl-propionic acid FC1=CC=C(C=C1)[C@H](C)N1C(=NC=2C1=NC=CC2)CCC(=O)N[C@@H](C(=O)O)CC2=CC=CC=C2